ClC=1C=CC(=NC1)N1N=C(CC(C1=O)C(=O)OC)C(C)C Methyl 2-(5-chloropyridin-2-yl)-6-isopropyl-3-oxo-2,3,4,5-tetrahydropyridazine-4-carboxylate